FC1=C(OC2CCN(CC2)C2=C(N)C=C(C=C2)S(=O)(=O)C)C=CC(=C1)OC 2-(4-(2-fluoro-4-methoxyphenoxy)piperidin-1-yl)-5-(methylsulfonyl)aniline